C(N)(=O)C1=CC=C(CNC(=O)C=2C=NN(C2)CC2=CC=C(C=C2)OC2=CC=CC=C2)C=C1 N-(4-Carbamoylbenzyl)-1-(4-phenoxybenzyl)-1H-pyrazole-4-carboxamide